((1-(fluoromethyl)cyclopropyl)methyl)-1H-benzo[d]imidazole FCC1(CC1)CN1C=NC2=C1C=CC=C2